ClC1=CC(=C(C(=O)O)C=C1Cl)C(NC1=CC=2C(C3=CC=CC=C3C2C=C1)=O)=O 4,5-dichloro-2-((9-oxo-9H-fluoren-2-yl)carbamoyl)benzoic acid